3-Hydroxy-3-methylcyclobutyl(8-amino-7-fluoro-6-(8-methyl-2,3-dihydro-1H-pyrido[2,3-b][1,4]oxazin-7-yl)isoquinolin-3-yl)carbamate OC1(CC(C1)N(C([O-])=O)C=1N=CC2=C(C(=C(C=C2C1)C1=C(C2=C(OCCN2)N=C1)C)F)N)C